ClC1=C(C=CC=C1)CN1CC(N(C(C1)C)C(C(C)C)=O)C(=O)NCC1=CC=C(C=C1)C=1OC=CC1 4-[(2-chlorophenyl)methyl]-N-{[4-(furan-2-yl)phenyl]methyl}-6-methyl-1-(2-methylpropanoyl)piperazine-2-carboxamide